NC1=NC=CC(=C1F)CC=1C(=C(C(=C(C(=O)N)C1)NC1=C(C=C(C=C1)C1CC1)F)F)F 5-((2-Amino-3-fluoropyridin-4-yl)methyl)-2-((4-cyclopropyl-2-fluorophenyl)amino)-3,4-difluorobenzamide